CC(C(=O)N)(Cl)C dimethyl-2-chloroacetamide